2-[2-[(5-hydroxy-2-pyridyl)methylcarbamoyl]indan-2-yl]acetic acid OC=1C=CC(=NC1)CNC(=O)C1(CC2=CC=CC=C2C1)CC(=O)O